1-(3-bromo-5-fluorophenyl)-3-(3-chloro-2-hydroxymethylphenyl)urea BrC=1C=C(C=C(C1)F)NC(=O)NC1=C(C(=CC=C1)Cl)CO